2-(E)-(2-methylbenzylidene)-1-cycloheptanone CC1=C(\C=C/2\C(CCCCC2)=O)C=CC=C1